(2,4-dihydroxyphenyl)-4,6-bis-(2,4-dimethylphenyl)-1,3,5-triazine OC1=C(C=CC(=C1)O)C1=NC(=NC(=N1)C1=C(C=C(C=C1)C)C)C1=C(C=C(C=C1)C)C